FC(C1=NC(=NO1)C=1C(=C(N)C=CC1)OC)F 3-(5-(difluoromethyl)-1,2,4-oxadiazol-3-yl)-2-methoxyaniline